1-[3-[6-[3-(hydroxy-methyl)phenyl]imidazo[1,2-b]pyridazin-3-yl]phenyl]eth-anone OCC=1C=C(C=CC1)C=1C=CC=2N(N1)C(=CN2)C=2C=C(C=CC2)C(C)=O